2,4,5-trimethylmorpholine CC1CN(C(CO1)C)C